6-(2-chloro-5-fluoropyrimidin-4-yl)-1-isopropylindole-2,3-dione ClC1=NC=C(C(=N1)C1=CC=C2C(C(N(C2=C1)C(C)C)=O)=O)F